(3-chlorophenyl)-N-(2-(4-methylpiperazin-1-yl)ethyl)-5-phenyloxazole-4-carboxamide ClC=1C=C(C=CC1)C=1OC(=C(N1)C(=O)NCCN1CCN(CC1)C)C1=CC=CC=C1